FC=1C=C(C=CC1)[C@@H](O)C12CCC(CC1)(N2)CCCC2=CC=CC=C2 (R)-(3-Fluorophenyl)(4-(3-phenylpropyl)-7-azabicyclo[2.2.1]heptan-1-yl)methanol